C(C)(=O)SCC1CN(C1)C(=O)OC(C)(C)C tert-Butyl 3-(acetylsulfanylmethyl)azetidine-1-carboxylate